ClC1=CC(=C(C=C1)C1=C(C=C(C=C1)Cl)N)N 4,4'-dichloro-2,2'-diaminobiphenyl